trans-N-(4-(1,5-dimethyl-1H-pyrazol-4-yl)-1-methylpyrrolidin-3-yl)-2,2-dimethyl-3-((3-methylpyridin-2-yl)oxy)propionamide CN1N=CC(=C1C)[C@H]1[C@@H](CN(C1)C)NC(C(COC1=NC=CC=C1C)(C)C)=O